phenylmethyl-oxygen C1(=CC=CC=C1)C[O]